(R)-1-(2-amino-8-chloropyrido[3,4-d]pyrimidin-6-yl)ethyl benzoate C(C1=CC=CC=C1)(=O)O[C@H](C)C1=CC2=C(N=C(N=C2)N)C(=N1)Cl